tert-butyl (1-(3-amino-6-(2-hydroxyphenyl)pyridazin-4-yl)piperidin-4-yl)carbamate NC=1N=NC(=CC1N1CCC(CC1)NC(OC(C)(C)C)=O)C1=C(C=CC=C1)O